Methyl (((1-((2-fluorophenyl)sulfonyl)piperidin-4-yl)oxy)carbonyl)-L-leucinate FC1=C(C=CC=C1)S(=O)(=O)N1CCC(CC1)OC(=O)N[C@@H](CC(C)C)C(=O)OC